FC=1C=C(C=C2C=CC(=NC12)C1CCC(CC1)C(C)(C)O)C=C 2-(4-(8-fluoro-6-vinylquinolin-2-yl)cyclohexyl)propan-2-ol